5-(1H-pyrrolo[2,3-c]pyridin-3-yl)-3,4-dihydropyridine-1(2H)-carboxylic acid tert-butyl ester C(C)(C)(C)OC(=O)N1CCCC(=C1)C1=CNC2=CN=CC=C21